ClC=1C=C2C(=CN=C(C2=CN1)N1C(CC1)C)CC(C(=O)OC)(C(=O)OC)C dimethyl 2-((6-chloro-1-(2-methylazetidin-1-yl)-2,7-naphthyridin-4-yl) methyl)-2-methylmalonate